N1C(=CC2=CC=CC=C12)C(=O)O 1H-indole-2-Carboxylic acid